3-(cyclopropylmethyl)-7-((4-(dimethylamino)cyclohexyl)amino)-1-oxidobenzo[b]thiophen C1(CC1)CC=1C2=C(S(C1)=O)C(=CC=C2)NC2CCC(CC2)N(C)C